CN(C1CCC(CC1)NC(=O)C1=CC(=CC=2N(C=NC21)CC(F)(F)F)C#CCNC2=C(C=C(C=C2)S(=O)(=O)C)OC)C N-[4-(dimethylamino)cyclohexyl]-6-[3-(2-methoxy-4-methylsulfonyl-anilino)prop-1-ynyl]-1-(2,2,2-trifluoroethyl)benzimidazole-4-carboxamide